2'-(3,6-dihydro-2H-pyran-4-yl)-5',6'-dihydrospiro[piperidine-4,8'-pyrano[4,3-d][1,2,4]triazolo[1,5-a]pyrimidin]-9'(4'H)-one O1CCC(=CC1)C1=NN2C(NC3=C(C2=O)C2(OCC3)CCNCC2)=N1